ClC=1C=CC(=C(C1)[C@H](CCN(C(C(=O)OCC)C1=C(C(=CC=C1)C)C1CCC(CC1)OC(F)(F)F)C)N1CCN(CC1)C)C ethyl 2-(((S)-3-(5-chloro-2-methylphenyl)-3-(4-methylpiperazin-1-yl)propyl)(methyl)amino)-2-(3-methyl-2-((1r,4R)-4-(trifluoromethoxy)cyclohexyl)-phenyl)acetate